(R)-3-(pyridin-4-yl)-N-(pyrrolidin-3-yl)isoxazole-5-carboxamide TFA salt OC(=O)C(F)(F)F.N1=CC=C(C=C1)C1=NOC(=C1)C(=O)N[C@H]1CNCC1